N1=CC=C(C2=CC=CC=C12)[C@@H](O)[C@H]1N2CC([C@H](C1)CC2)C=C (R)-4-quinolyl-[(2S,4S)-5-vinylquinuclidin-2-yl]methanol